C1(CCC1)NC(=O)C=1C=C2C(=NC(=NN2C1)N/N=C/C=1C=C(C=CC1)C)N1CCOCC1 N-cyclobutyl-4-morpholino-2-[(2E)-2-(m-tolylmethylene)hydrazino]pyrrolo[2,1-f][1,2,4]triazine-6-carboxamide